3-(bromomethyl)-3-methyl-oxetan BrCC1(COC1)C